diethyl 2-[2-[2-[2-(2-bromoethoxy)ethoxy]ethoxy]ethyl]propanedioate BrCCOCCOCCOCCC(C(=O)OCC)C(=O)OCC